C(C)(C)C1=NC=CC(=C1N1C(N=CC2=CC=CC=C12)=O)C 1-(2-isopropyl-4-methylpyridin-3-yl)quinazolin-2(1H)-one